3-[[(1R,2S)-2-(4-Fluorophenyl)cyclopropyl]amino-1-(4-methylpiperazin-1-yl)-1-oxopropan-2-yl]-4-(1H-1,2,3-triazol-1-yl)benzamide FC1=CC=C(C=C1)[C@H]1[C@@H](C1)NCC(C(=O)N1CCN(CC1)C)C=1C=C(C(=O)N)C=CC1N1N=NC=C1